(+)-2-(3,4-dichlorophenyl)-2-({4-[(2-imino-2,3-dihydro-1,3-oxazol-3-yl)methyl]-1H-1,3-benzodiazol-2-yl}amino)propan-1-ol ClC=1C=C(C=CC1Cl)C(CO)(C)NC1=NC2=C(N1)C=CC=C2CN2C(OC=C2)=N